C(C1=CC=C(NCC2=CN=C3N=C(N)NC(=O)C3=N2)C=C1)(=O)N[C@@H](CC(=O)O)C(=O)O Pteroyl-Aspartic ACID